C(C)N1N=C(C=C1C1=NNC(=N1)C=1C2=CN(N=C2C=C(C1)C(=O)N)C)C 4-[3-(1-ethyl-3-methyl-1H-pyrazol-5-yl)-1H-1,2,4-triazol-5-yl]-2-methyl-2H-indazole-6-carboxamide